ClC1=CC=C2C=CN(C(C2=C1)=O)CCN1C2CNCC1CC2 8-(2-(7-chloro-1-oxoisoquinolin-2(1H)-yl)ethyl)-3,8-diazabicyclo[3.2.1]octane